FC(=C1[C@](CN(CC1)C)(C)CO)F (S)-(4-(difluoromethylene)-1,3-dimethylpiperidin-3-yl)methanol